(S)-4-(4-Bromo-5-fluoro-1H-indole-7-carbonyl)-3-(2-hydroxyethyl)piperazine-1-carboxylic acid tert-butyl ester C(C)(C)(C)OC(=O)N1C[C@@H](N(CC1)C(=O)C=1C=C(C(=C2C=CNC12)Br)F)CCO